CC=1N=C(C2=C(N1)SC1=C2CCCC1)N1N=C(N=C1N)NC1=CC=C(C=C1)OCCN1CCCC1 1-(2-methyl-5,6,7,8-tetrahydrobenzo[4,5]Thieno[2,3-d]Pyrimidin-4-yl)-N3-(4-(2-(pyrrolidin-1-yl)ethoxy)phenyl)-1H-1,2,4-triazole-3,5-diamine